ClC=1C2=C(SC1C(=O)NCC=1C=C3CN(C(C3=CC1)=O)C1C(NC(CC1)=O)=O)C=C(C=C2)C 3-chloro-N-((2-(2,6-dioxopiperidin-3-yl)-1-oxoisoindolin-5-yl)methyl)-6-methylbenzo[b]thiophene-2-carboxamide